o-bromoanisole-d3 BrC1=C(C=C(C(=C1[2H])[2H])[2H])OC